C1NC(CC=2C3=CC=CC=C3NC12)C(=O)O tetrahydrobeta-carboline-3-carboxylic acid